C(C)(C)(C)OC(=O)N1CC2N(C3=C(S(C2)(=O)=O)C=C(C=N3)C(F)(F)F)CC1 3-(trifluoromethyl)-6a,7,9,10-tetrahydropyrazino[1,2-d]pyrido[3,2-b][1,4]thiazine-8(6H)-carboxylic acid tert-butyl ester 5,5-dioxide